methyl 4-(9-((2,6-diethoxy-4'-fluoro-[1,1'-biphenyl]-4-yl)methyl)-2-oxo-3,9-diazaspiro[5.5]undecane-3-yl)benzoate C(C)OC1=C(C(=CC(=C1)CN1CCC2(CCN(C(C2)=O)C2=CC=C(C(=O)OC)C=C2)CC1)OCC)C1=CC=C(C=C1)F